methyl 2'-(N-(4,5-dimethylisoxazol-3-yl)-N-(methoxymethyl) sulfamoyl)-4-formyl-[1,1'-biphenyl]-2-carboxylate CC=1C(=NOC1C)N(S(=O)(=O)C1=C(C=CC=C1)C=1C(=CC(=CC1)C=O)C(=O)OC)COC